ClC1=NC=2N(C(=C1)NCC=1N=C3N(C=C(C=C3Cl)C(F)(F)F)C1)N=CC2C2CC2 5-chloro-N-((8-chloro-6-(trifluoromethyl)imidazo[1,2-a]pyridin-2-yl)methyl)-3-cyclopropylpyrazolo[1,5-a]pyrimidin-7-amine